(1-(4-pentylphenyl)vinyl)diphenylphosphine oxide C(CCCC)C1=CC=C(C=C1)C(=C)P(C1=CC=CC=C1)(C1=CC=CC=C1)=O